FC1=C(C=CC=C1)C1CNC(C12CCC2)=O 8-(2-fluorophenyl)-6-azaspiro[3.4]octan-5-one